sodium arsinate [AsH2]([O-])=O.[Na+]